benzyl 4-{[(tert-butoxycarbonyl) amino] methyl}-2-methylpiperidine-1-carboxylate C(C)(C)(C)OC(=O)NCC1CC(N(CC1)C(=O)OCC1=CC=CC=C1)C